S(=O)(=O)(ON1[C@@H]2CC[C@H](N(C1=O)C2)C(NS(=O)(=O)CNC(=O)N)=N)O (2S,5R)-7-oxo-2-(N-((ureidomethyl) sulfonyl) carbamimidoyl)-1,6-diazabicyclo[3.2.1]octan-6-yl hydrogen sulfate